2-(4-bromo-5-methoxy-2-oxopyridin-1(2H)-yl)propionic acid BrC1=CC(N(C=C1OC)C(C(=O)O)C)=O